4-(2-Cyclopropoxyethylamino)-5-methoxy-N-(5-(5-methyl-1H-pyrazol-1-yl)-1,3,4-thiadiazol-2-yl)-6-oxo-6H-pyran-2-carboxamide C1(CC1)OCCNC=1C=C(OC(C1OC)=O)C(=O)NC=1SC(=NN1)N1N=CC=C1C